C(C1=CC=CC=C1)N1C(N(SC1=O)CCN1CCN(CC1)CC(=O)O)=O 2-(4-(2-(4-benzyl-3,5-dioxo-1,2,4-thiadiazolidin-2-yl)ethyl)piperazin-1-yl)acetic acid